FC(C(C(C(C(C(C(C(F)(F)F)(F)F)(F)F)(F)F)(F)F)(F)F)(F)F)(S(=O)(=O)OC1=CC2=CC=CC=C2C=C1)F 2-naphthyl perfluorooctanesulfonate